1H-isoindole-1,3(2H)-dione hydrochloride Cl.C1(NC(C2=CC=CC=C12)=O)=O